C[C@@H](CC)NC1=CC(=NC2=CN=CC=C12)C1=CC=NC=C1 N-[(2S)-butan-2-yl]-2-(pyridin-4-yl)-1,7-naphthyridin-4-amine